(2R,11aS)-8-[(5-Bromopentyl)oxy]-2-hydroxy-7-methoxy-10-{[2-(trimethylsilyl)ethoxy]methyl}-2,3-dihydro-1H-pyrrolo[2,1-c][1,4]benzodiazepin-5,11(10H,11aH)-dione BrCCCCCOC1=CC2=C(C(N3[C@H](C(N2COCC[Si](C)(C)C)=O)C[C@H](C3)O)=O)C=C1OC